CSC1=NC(=CC(=N1)Cl)C 2-methylthio-4-chloro-6-methylpyrimidine